ClC1=NC=CC=C1F 2-chloro-3-fluoro-pyridine